C1(CC1)C=1N=NN(C1)[C@H](C(=O)N1[C@@H](C[C@H](C1)O)C(=O)NCCN1C=NC(=CC1=O)C)C(C)(C)C (2S,4R)-1-[(2S)-2-(4-cyclopropyltriazol-1-yl)-3,3-dimethyl-butanoyl]-4-hydroxy-N-[2-(4-methyl-6-oxo-pyrimidin-1-yl)ethyl]pyrrolidine-2-carboxamide